FC=1C=CC=2C3=C(NC(C2C1)=O)COCC3N(C(=O)C3=CN1C=CC=C1C=C3)C N-(8-fluoro-6-oxo-1,4,5,6-tetrahydro-2H-pyrano[3,4-c]isoquinolin-1-yl)-N-methylindolizine-6-carboxamide